ethyl 4-(4-bromophenyl)tetrahydro-2H-pyran-4-carboxylate BrC1=CC=C(C=C1)C1(CCOCC1)C(=O)OCC